COC=1C=C(C=NC1)S(=O)(=O)Cl 5-methoxy-pyridine-3-sulfonyl chloride